C1(CC1)S(=O)(=O)NC1=C(C=C(C=C1)C1=C2C(=NC(=C1)NC(=O)C1CC1)NC=C2)CC N-(4-(4-(cyclopropylsulfonamido)-3-ethylphenyl)-1H-pyrrolo[2,3-b]pyridin-6-yl)cyclopropylcarboxamide